6-(Methoxy-d3)-2-methyl-1,2,3,4-tetrahydroisoquinolin-7-amine C(OC=1C=C2CCN(CC2=CC1N)C)([2H])([2H])[2H]